2-(3-(3-(((1-Methylcyclopropyl)Methyl)Carbamoyl)-1H-Pyrazol-5-Yl)Phenyl)-N-(Pentan-3-Yl)Oxazole-5-Carboxamide CC1(CC1)CNC(=O)C1=NNC(=C1)C=1C=C(C=CC1)C=1OC(=CN1)C(=O)NC(CC)CC